4-piperidinoanilinediazonium sulfate S(=O)(=O)([O-])[O-].N1(CCCCC1)C1=CC=C(N[N+]#N)C=C1.N1(CCCCC1)C1=CC=C(N[N+]#N)C=C1